COC1=CC=C(C=C1)C(C=C)(O)C1=CC=C(C=C1)OC 1,1-bis(4-methoxyphenyl)-propenol